methyl (2S)-6-diazo-2-((2S)-2-(methylsulfinyl)propanamido)-5-oxohexanoate [N+](=[N-])=CC(CC[C@@H](C(=O)OC)NC([C@H](C)S(=O)C)=O)=O